CN1N=C(C=C1)NC(=O)C=1OC(=CC1)[N+](=O)[O-] N-(1-methyl-1H-pyrazol-3-yl)-5-nitrofuran-2-carboxamide